ClC=1C(=C(C(=CC1)OC)C1=CC(=NC=C1C(=O)NC=1SC(=NN1)OCCN(S(=O)(=O)C)C)C)F 4-(3-chloro-2-fluoro-6-methoxyphenyl)-6-methyl-N-(5-(2-(N-methylmethylsulfonamido)ethoxy)-1,3,4-thiadiazol-2-yl)nicotinamide